COCC=1C=NC2=CC=C(C=C2N1)C(=O)N(C)C 3-(methoxymethyl)-N,N-dimethylquinoxaline-6-carboxamide